(2'-hydroxy-3'-tert-butyl-5'-methylphenyl)benzotriazole OC1=C(C=C(C=C1C(C)(C)C)C)C1=CC=CC=2NN=NC21